trimethylolpropane tris(3-aziridinylpropionate) N1(CC1)CCC(=O)O.N1(CC1)CCC(=O)O.N1(CC1)CCC(=O)O.C(O)C(CC)(CO)CO